COC1=C(C=CC(=C1)OC)CNC1=NC=CC(=C1F)B(O)O 2-{[(2,4-dimethoxyphenyl)methyl]amino}-3-fluoropyridin-4-ylboronic acid